C1=CC(=C(C(=C1CNNC(=O)C(CO)N)O)O)O The molecule is a carbohydrazide that results from the formal condensation of the carboxy group of DL-serine with the primary amino group of 4-(hydrazinylmethyl)benzene-1,2,3-triol. An aromatic-L-amino-acid decarboxylase inhibitor (DOPA decarboxylase inhibitor) that does not enter the central nervous system, it is used as its hydrochloride salt as an adjunct to levodopa in the treatment of parkinsonism. By preventing the conversion of levodopa to dopamine in the periphery, it causes an increase in the amount of levodopa reaching the central nervous system and so reduces the required dose. Benserazide has no antiparkinson actions when given alone. It has a role as an EC 4.1.1.28 (aromatic-L-amino-acid decarboxylase) inhibitor, an antiparkinson drug and a dopaminergic agent. It is a carbohydrazide, a member of catechols, a primary amino compound and a primary alcohol. It is a conjugate base of a benserazide(1+).